1-((4-(4-fluoro-2-(1-hydroxyethyl)phenyl)-2-methylthiazol-5-yl)methyl)-1H-pyrazole FC1=CC(=C(C=C1)C=1N=C(SC1CN1N=CC=C1)C)C(C)O